ClC=1C(=CC(=C(C(=O)NC2=CC(=NC=C2)OC[C@H](CO)O)C1)OC1=C(C=C(C=C1)F)C)C(F)(F)F (S)-5-Chloro-N-(2-(2,3-dihydroxypropoxy)pyridin-4-yl)-2-(4-fluoro-2-methylphenoxy)-4-(Trifluoromethyl)benzamide